NC=1C(=NC(=C(N1)F)C1=CC=C(C=C1)[C@@]12CN(C[C@H]2C1)C(C)C)C=1C=C2CCNC(C2=C(C1)F)=O 6-(3-amino-5-fluoro-6-(4-((1R,5S)-3-isopropyl-3-azabicyclo[3.1.0]hexane-1-yl)phenyl)pyrazin-2-yl)-8-fluoro-3,4-dihydroisoquinolin-1(2H)-one